6-(3-(dimethylmonoethoxysilyl)propylamino)-1,3,5-triazine-2,4-dithiol Monosodium [Na].C[Si](CCCNC1=NC(=NC(=N1)S)S)(OCC)C